C(C)(=O)N[C@@H](CC1=CC=C(C=C1)O)C(=O)N1[C@@H](CCC1)C(=O)N[C@@H](CC1=CC=CC=C1)C(=O)N[C@@H](CC1=CC=CC=C1)C(=O)N N-acetyl-L-Tyrosyl-L-Prolyl-L-Phenylalanyl-L-Phenylalaninamide